O=C1[C@H](C[C@H]2[C@@H](C[C@@H]3N1[C@@H](CC3)C(=O)N3C[C@@H](CC3)C3=CC=CC=C3)O2)NC(OC(C)(C)C)=O |o1:16| tert-butyl ((1aS,3S,6S,8aR,9aR)-4-oxo-6-((S)- or (R)-3-phenylpyrrolidine-1-carbonyl)decahydrooxireno[2,3-d]pyrrolo[1,2-a]azocin-3-yl)carbamate